C(C)C1=CC(=NC(=C1)C(=O)O)C(=O)O 4-ethyl-2,6-pyridinedicarboxylic acid